acetyl-acetone C(C)(=O)CC(C)=O